CN(CC(=O)N1CCC(CC1)COC=1C=C2C(=C(NC2=CC1)C=1C=C(C(N(C1)C)=O)C)C(C)C)C 5-(5-((1-(dimethylglycyl)piperidin-4-yl)methoxy)-3-isopropyl-1H-indol-2-yl)-1,3-dimethylpyridin-2(1H)-one